C1(CC1)C1=CC=C(C(=O)N2CCC(CC2)(C(=O)O)CC(=O)N(C2=CC=CC=C2)C2CC(CCC2)(F)F)C=C1 1-(4-cyclopropylbenzoyl)-4-[2-(N-(3,3-difluorocyclohexyl)anilino)-2-oxo-ethyl]piperidine-4-carboxylic acid